C(C)(C)(C)OC(=O)N1CCC2(CC(C2)(F)F)CC1 2,2-difluoro-7-azaspiro[3.5]nonane-7-carboxylic acid tert-butyl ester